CC1=CC=C(C=C1)S(=O)(=O)O.ClC=1C(=C(C=CC1)NC(=O)C1=CC(=CC=2NC(=NC21)C2(CC2)C)NC(=O)C2=C(C=CC=C2)C(F)(F)F)C N-(3-chloro-2-methylphenyl)-2-(1-methylcyclopropyl)-6-({[2-(trifluoromethyl)phenyl]carbonyl}amino)-1H-benzimidazole-4-carboxamide 4-methylbenzenesulfonate